2,6-dibutoxy-4-methylphenol C(CCC)OC1=C(C(=CC(=C1)C)OCCCC)O